CC=1C=NC(=NC1)COC1=CC=C(CC2=NOC(=C2)C=2C=NC=CC2)C=C1 3-(3-(4-((5-methylpyrimidin-2-yl)methoxy)benzyl)isoxazol-5-yl)pyridin